tert-butyl (26-(5-chloro-4-(4-cyano-6-(trifluoromethyl)pyridin-3-yl)-2-((4,4-dimethyl-3,4-dihydroquinolin-1(2H)-yl)sulfonyl)phenoxy)-3,6,9,12,15,18,21,24-octaoxahexacosyl)carbamate ClC=1C(=CC(=C(OCCOCCOCCOCCOCCOCCOCCOCCOCCNC(OC(C)(C)C)=O)C1)S(=O)(=O)N1CCC(C2=CC=CC=C12)(C)C)C=1C=NC(=CC1C#N)C(F)(F)F